1,2-DI(cis-9-octadecenoyl)-SN-glycerol C(CCCCCCC\C=C/CCCCCCCC)(=O)OC[C@@H](OC(CCCCCCC\C=C/CCCCCCCC)=O)CO